FC1CN(CCC1)C1=NC(=CC(=N1)C1=NN=C(O1)C1=C(C=C(C=C1)NS(=O)(=O)CCO)N1CCC2(CC2)CC1)C N-(4-(5-(2-(3-fluoropiperidin-1-yl)-6-methylpyrimidin-4-yl)-1,3,4-oxadiazol-2-yl)-3-(6-azaspiro[2.5]octan-6-yl)phenyl)-2-hydroxyethane-1-sulfonamide